3-[(4-methoxyphenyl)methyl]-1,3-diazine-2,4-dione COC1=CC=C(C=C1)CN1C(NC=CC1=O)=O